C(C=C)N1C(=NC=C1)C=1C=NC=CC1C=C 3-(1-Allyl-1H-imidazol-2-yl)-4-vinylpyridine